CS(=O)CC1CN(C1)C(=O)OC(C)(C)C tert-butyl 3-((S-methylsulfinyl)methyl)azetidine-1-carboxylate